C(#N)C1=CC(=C(COC2=CC=CC(=N2)N[C@H]2CN(CC2)CC2=NC3=C(N2C[C@H]2OCC2)C=C(C=C3)C(=O)OC)C=C1)F methyl 2-(((R)-3-((6-((4-cyano-2-fluorobenzyl) oxy) pyridin-2-yl) amino) pyrrolidin-1-yl) methyl)-1-(((S)-oxetan-2-yl) methyl)-1H-benzo[d]imidazole-6-carboxylate